3-((4-((4-(4-amino-3-(4-phenoxyphenyl)-1H-pyrazolo[3,4-d]pyrimidin-1-yl)piperidin-1-yl)methyl)-2-fluoropyridin-3-yl)amino)piperidine-2,6-dione NC1=C2C(=NC=N1)N(N=C2C2=CC=C(C=C2)OC2=CC=CC=C2)C2CCN(CC2)CC2=C(C(=NC=C2)F)NC2C(NC(CC2)=O)=O